C(C)(C)(C)OC(=O)N1CC2=NN(C=C2C1)CC1=CC(=C(C=C1)F)C(=O)OC 2-(4-fluoro-3-(methoxycarbonyl)benzyl)-4,6-dihydropyrrolo[3,4-c]pyrazole-5(2H)-carboxylic acid tert-butyl ester